(Z)-1-(4-fluorobenzyl)-3-((3,5-dimethyl-1H-pyrrol-2-yl)methylene)-5-nitro-2-indolone FC1=CC=C(CN2C(\C(\C3=CC(=CC=C23)[N+](=O)[O-])=C/C=2NC(=CC2C)C)=O)C=C1